3,8-Dimethoxy-2-phenylchromen-4-one COC1=C(OC2=C(C=CC=C2C1=O)OC)C1=CC=CC=C1